5-(4-methoxy-3-(2-phenylethynyl)phenoxy)-1H-1,2,3-triazole-4-carboxylic acid COC1=C(C=C(OC2=C(N=NN2)C(=O)O)C=C1)C#CC1=CC=CC=C1